C(C)(C)(C)C=1C=CC=2C(C3=C(N(C2N1)CC(=O)O)C(=C(C=C3)Cl)N(C)C)=O [2-tert-butyl-8-chloro-9-(dimethylamino)-5-oxobenzo[b]1,8-naphthyridin-10-yl]acetic acid